C(#N)/C=C/C1=CC(=C(C(=C1)C)C=1C=CC=C2C(NC(=NC12)NC1=NC=C(C#N)C=C1)=O)C (E)-6-((8-(4-(2-Cyanovinyl)-2,6-dimethylphenyl)-4-oxo-3,4-dihydroquinazolin-2-yl)amino)nicotinonitrile